4-(2-methyl-1,2,3,4-tetrahydroisoquinolin-6-yl)-6-(morpholine-4-carbonyl)quinoline-2-carbaldehyde CN1CC2=CC=C(C=C2CC1)C1=CC(=NC2=CC=C(C=C12)C(=O)N1CCOCC1)C=O